trimethyl(3-methylbut-1-yn-1-yl)silane C[Si](C#CC(C)C)(C)C